hexazinate N1(NN=NN=N1)C(=O)[O-]